C12CNCC(CC1)N2C=2SC=1CN(CCC1N2)C(=O)C2=C(C=CC=C2)OC(F)F (2-(3,8-diazabicyclo[3.2.1]octan-8-yl)-6,7-dihydrothiazolo[5,4-c]pyridin-5(4H)-yl)(2-(difluoromethoxy)phenyl)methanone